P(O)(O)(O)=O.S(O)(O)(=O)=O sulphuric acid, phosphoric acid salt